(8-chloronaphthalen-1-yl)-3-(2-morpholinoethoxy)-1-(piperazin-1-yl)-5,6,7,8-tetrahydro-2,6-naphthyridine-4-carbonitrile hydrochloride Cl.ClC=1C=CC=C2C=CC=C(C12)C1C=2C(=C(N=C(C2CCN1)N1CCNCC1)OCCN1CCOCC1)C#N